ClC=1C=NN(C1CC1N(C(C2=CC=CC=C12)=O)CC1=NC(=C(C=C1)OC)F)C 3-((4-chloro-1-methyl-1H-pyrazol-5-yl)methyl)-2-((6-fluoro-5-methoxypyridin-2-yl)methyl)isoindolin-1-one